(S)-6'-(2-acryloylphenyl)-2'-(3-fluoro-4-(trifluoromethyl)benzyl)-1'-oxo-1',4'-dihydro-2'H-spiro[cyclopentane-1,3'-isoquinoline]-4'-carboxylic acid C(C=C)(=O)C1=C(C=CC=C1)C=1C=C2[C@@H](C3(N(C(C2=CC1)=O)CC1=CC(=C(C=C1)C(F)(F)F)F)CCCC3)C(=O)O